N-Benzyl-5-methyl-2-(5-morpholin-4-yl-3,4'-bipyridin-2'-yl)-1H-imidazole-4-carboxamide trifluoroacetate salt FC(C(=O)O)(F)F.C(C1=CC=CC=C1)NC(=O)C=1N=C(NC1C)C1=NC=CC(=C1)C=1C=NC=C(C1)N1CCOCC1